2-[1-[5-[(2,6-dioxo-3-piperidyl)amino]-3-fluoro-2-pyridyl]-4-piperidyl]acetic acid TFA salt OC(=O)C(F)(F)F.O=C1NC(CCC1NC=1C=C(C(=NC1)N1CCC(CC1)CC(=O)O)F)=O